ClC=1OC=2C(=NC(=CC2I)Cl)N1 2,5-Dichloro-7-iodooxazolo[4,5-b]pyridine